C12=C3C4C5C3C1C5C24 cubanen